CC1=CC2=C(N(C(=N2)\C=C\C2=CC=CC=C2)S(=O)(=O)C2=CC=CC=C2)C=C1C (E)-5,6-dimethyl-1-benzenesulfonyl-2-styryl-1H-benzimidazole